C(C)C1=C(C=CC=C1)[2H] (S)-ethylbenzene-d1